S1C(=NC=C1)CN1[C@H]2CC(C[C@@H]1CC2)N (1R,3s,5S)-8-(thiazol-2-ylmethyl)-8-azabicyclo[3.2.1]octan-3-amine